N-(3-(2-chloro-6-(4-fluorophenyl)pyridin-4-yl)-3-methylbutan-2-yl)-2-methylpropane-2-sulfinamide ClC1=NC(=CC(=C1)C(C(C)NS(=O)C(C)(C)C)(C)C)C1=CC=C(C=C1)F